2-((1r,4r)-4-hydroxycyclohexylamino)-4-(methylsulfonyl)pyrimidine-5-carboxamide OC1CCC(CC1)NC1=NC=C(C(=N1)S(=O)(=O)C)C(=O)N